sorbitol sodium acetate C(C)(=O)[O-].[Na+].OC[C@H](O)[C@@H](O)[C@H](O)[C@H](O)CO